(3-hydroxy-2-(hydroxymethyl)-2-(iodomethyl)propyl)-L-histidine OCC(CN[C@@H](CC1=CNC=N1)C(=O)O)(CI)CO